2-(4-Fluorophenoxy)-1-(4-(5-(trifluoromethyl)-1,2,4-oxadiazol-3-yl)phenyl)ethan-1-on FC1=CC=C(OCC(=O)C2=CC=C(C=C2)C2=NOC(=N2)C(F)(F)F)C=C1